CC1(CCN(CC1)C1=NC2=C(C=C(C=C2C(N1C)=O)C)C(C)=NS(=O)C(C)(C)C)C N-[(l)-1-[2-(4,4-dimethylpiperidin-1-yl)-3,6-dimethyl-4-oxoquinazolin-8-yl]ethylidene]-2-methylpropane-2-sulfinamide